(2S,4S)-4-[[6-[5-(3-aminopropyl)-1-methyl-pyrazol-4-yl]oxy-2-pyridyl]-tert-butoxycarbonyl-amino]-1-tert-butoxycarbonyl-pyrrolidine-2-carboxylic acid NCCCC1=C(C=NN1C)OC1=CC=CC(=N1)N([C@H]1C[C@H](N(C1)C(=O)OC(C)(C)C)C(=O)O)C(=O)OC(C)(C)C